FC1=C(C=C(C=C1)C1=C(C=CC=C1C)C)[C@H](CC(=O)OCC)NC(=O)NC=1C(N(C(=CC1O)C)C)=O ethyl (S)-3-(4-fluoro-2',6'-dimethylbiphenyl-3-yl)-3-(3-(4-hydroxy-1,6-dimethyl-2-oxo-1,2-dihydropyridin-3-yl)ureido)propanoate